5-[[6-[2-(1,1-Diketo-1,4-thiazinan-4-yl)ethoxy]pyridazin-3-yl]amino]benzimidazole O=S1(CCN(CC1)CCOC1=CC=C(N=N1)NC1=CC2=C(N=CN2)C=C1)=O